COCC1=CC=C(N=N1)C(=O)O 6-(methoxymethyl)pyridazine-3-carboxylic acid